2-{5-[(1S)-1-aminoethyl]-3-cyclopropyl-1H-1,2,4-triazol-1-yl}-1,3-thiazole-5-carbonitrile N[C@@H](C)C1=NC(=NN1C=1SC(=CN1)C#N)C1CC1